N1=CC=C2N1C=CC(=C2)O pyrazolo[1,5-a]pyridin-5-ol